1-methyl-4-phenyl-5-(5-phenyloxazol-2-yl)pyridin-2(1H)-one CN1C(C=C(C(=C1)C=1OC(=CN1)C1=CC=CC=C1)C1=CC=CC=C1)=O